BrC1=C2C3(C(N(C2=CC=C1)C1=CC=NN1C)=O)CCCC3 4'-Bromo-1'-(1-methyl-1H-pyrazol-5-yl)spiro[cyclopentane-1,3'-indolin]-2'-one